4,5-dichlorophthalonitrile ClC=1C=C(C(C#N)=CC1Cl)C#N